FC(C1=NN=C(O1)C1=CC=C(CN2N=C(N=N2)C=2C=CC(=C(C2)NC(=O)N2CCOCC2)O)C=C1)F N-(5-(2-(4-(5-(difluoromethyl)-1,3,4-oxadiazol-2-yl)benzyl)-2H-tetrazol-5-yl)-2-hydroxyphenyl)morpholine-4-carboxamide